C(C#C)NB(NCC#C)NCC#C tri(propargylamino)borane